docosanoic acid amide C(CCCCCCCCCCCCCCCCCCCCC)(=O)N